methyl (2S)-2-(1,3-dioxoisoindolin-2-yl)-7,7,7-trifluoro-6-hydroxyheptanoate O=C1N(C(C2=CC=CC=C12)=O)[C@H](C(=O)OC)CCCC(C(F)(F)F)O